Br.Br.Br.CN1CCN(CC1)C1=CC2=C(NC(=N2)C2=CC3=C(N=C(N3)C3=CC=C(OCCCCC(=O)O)C=C3)C=C2)C=C1 5-(4-(5-(4-methylpiperazin-1-yl)-1H,3'H-[2,5'-bibenzo[d]imidazol]-2'-yl)phenoxy)pentanoic acid trihydrobromide